S(OC1=CC=C(C=C1)OCC1=CC=C(C=C1)C(NCCCCCCCCCCCCCCCC)=O)(=O)(=O)F 4-((4-(hexadecylcarbamoyl)benzyl)oxy)phenyl sulfurofluoridate